methyl 1-hydroxy-2-(5H-imidazo[4,3-a]isoindol-5-yl)-8-azaspiro[4.5]decane-8-carboxylate OC1C(CCC12CCN(CC2)C(=O)OC)C2N1C(C3=CC=CC=C23)=CN=C1